2-[[2,5-difluoro-4-[6-[(2-fluoro-4-imidazol-1-yl-phenyl)methoxy]-2-pyridyl]phenyl]methyl]-3-(2-methoxyethyl)benzimidazole-5-carboxylic acid FC1=C(C=C(C(=C1)C1=NC(=CC=C1)OCC1=C(C=C(C=C1)N1C=NC=C1)F)F)CC=1N(C2=C(N1)C=CC(=C2)C(=O)O)CCOC